[Au]=O gold-oxide